N-[2-(4-Formylcyclohexyl)-6-methoxy-indazol-5-yl]-5-methoxy-pyridine-3-carboxamide C(=O)C1CCC(CC1)N1N=C2C=C(C(=CC2=C1)NC(=O)C=1C=NC=C(C1)OC)OC